4,7,10,10-tetramethyl-7-(3-sulfonatopropyl)-4,7,10-triazatridecane-4,7,10-triium-1,13-disulfonate C[NH+](CCCS(=O)(=O)[O-])CC[N+](CC[N+](CCCS(=O)(=O)[O-])(C)C)(CCCS(=O)(=O)[O-])C